2-methyl-4-methoxycinnamate CC1=C(C=CC(=O)[O-])C=CC(=C1)OC